C(C(C)C)[Si](OC)(OC)C(C)C i-butyl-i-propyl-dimethoxysilane